N(=[N+]=[N-])CCNCCNC(OC(C)(C)C)=O tert-butyl [N-(2-azidoethyl)aminoethyl]carbamate